C1(=CC=CC=C1)NC=1C(=CC=CC1)C1=C(C(=CC=C1)C=1C(=CC=CC1)NC1=CC=CC=C1)[Si](C)(C)C N2,N2''-diphenyl-2'-trimethylsilanyl-[1,1':3',1'']terphenyl-2,2''-diamine